C(#C)C1N(CC(C1)F)C(=O)[O-] 2-ethynyl-4-fluoropyrrolidine-1-carboxylate